(1R,2R)-dimethylcyclohexane-1,2-diamine C[C@@]1([C@@](CCCC1)(N)C)N